1-[3-(Triethoxysilyl)propyl]-3,3'-methylenebis(5-isobutyl-1,2,4-triazole) C(C)O[Si](CCCC(C1=NNC(=N1)CC(C)C)C1=NNC(=N1)CC(C)C)(OCC)OCC